N-cyclobutyl-4-({5-fluoro-4-[(5S)-2,2,5-trimethylmorpholin-4-yl]pyrimidin-2-yl}amino)benzenesulfonamide C1(CCC1)NS(=O)(=O)C1=CC=C(C=C1)NC1=NC=C(C(=N1)N1CC(OC[C@@H]1C)(C)C)F